[Li].NCCC1=CC(O)=C(O)C=C1 dopamine lithium